ClC=1C=C2C(=NN1)NC[C@@]1(N2C[C@H](C1)O)C(F)F (6aR,8S)-2-chloro-6a-(difluoromethyl)-5,6,6a,7,8,9-hexahydropyrrolo[1',2':4,5]pyrazino[2,3-c]pyridazin-8-ol